NC1=NN(C2=CC(=CC(=C12)I)C1CCN2C(CCC2C1)=O)C 7-(3-amino-4-iodo-1-methyl-1H-indazol-6-yl)hexahydroindolizin-3(2H)-one